4-[[6-[6-(3-cyclopropyl-1,2,4-triazol-1-yl)-2-azaspiro[3.3]heptane-2-carbonyl]-2,6-diazaspiro[3.3]heptan-2-yl]sulfonyl]benzamide C1(CC1)C1=NN(C=N1)C1CC2(CN(C2)C(=O)N2CC3(CN(C3)S(=O)(=O)C3=CC=C(C(=O)N)C=C3)C2)C1